C(C)(C)(C)OC(=O)N[C@H]1C2(CN3N=CC(=C31)F)CCNCC2 (S)-4'-((tert-butoxycarbonyl)amino)-3'-fluoro-4'H,6'H-spiro[piperidine-4,5'-pyrrolo[1,2-b]Pyrazole]